Cl.Cl.CN(CC1C(NCC1)C)C N,N-Dimethyl-1-(2-methylpyrrolidin-3-yl)methanamine dihydrochloride